CN1CCN(CC1)C1=C2C=CN(C2=C(C=C1)C(=O)NCC1=CC=C(C(=O)O)C=C1)CC1=CC=C(C=C1)C(F)(F)F 4-((4-(4-Methylpiperazin-1-yl)-1-(4-(trifluoromethyl)benzyl)-1H-indol-7-amidyl)methyl)benzoic acid